COC1=CC2=CC3=C(C(OC3)=O)C(=C2C=C1OC)C=1C=NC(=CC1)N1CCN(CC1)C 6,7-dimethoxy-9-(6-(4-methylpiperazin-1-yl)pyridin-3-yl)naphtho[2,3-c]furan-1(3H)-one